C(C)(=O)N[C@H](C(=O)N[C@H](C(=O)O)CCC(C)(C)C)CC1=CC=NC=C1 (2S)-2-[(2S)-2-acetamido-3-(pyridin-4-yl)propionylamino]-5,5-dimethylhexanoic acid